(±)-4-(piperazin-2-yl)benzoic acid methyl ester COC(C1=CC=C(C=C1)[C@H]1NCCNC1)=O |r|